5-amino-hexahydropyrrolo[3,4-c]pyrrole NN1CC2C(C1)CNC2